O1C(=NC=C1)C1=CC=C(C=C1)C=1N=C(C2=C(N1)CC[S@]2=O)NC21CC(C2)(C1)C(=O)O (R)-3-((2-(4-(oxazol-2-yl)phenyl)-5-oxido-6,7-dihydrothieno[3,2-d]pyrimidin-4-yl)amino)bicyclo[1.1.1]pentane-1-carboxylic acid